(R)-1-(2-hydroxyphenyl)-N-(1-(3-nitro-5-(trifluoromethyl)phenyl)ethyl)-6-oxo-1,6-dihydropyridazine-3-carboxamide OC1=C(C=CC=C1)N1N=C(C=CC1=O)C(=O)N[C@H](C)C1=CC(=CC(=C1)C(F)(F)F)[N+](=O)[O-]